[Na].S1C(=NN=C1S)S 1,3,4-thiadiazole-2,5-dithiol-monosodium salt